COC1=C(C=C2CN3CC[C@@]4([C@H]3CC(=O)C=C4)C2=C1)O The molecule is an isoquinoline alkaloid that is 4,4a-dihydro-3H,6H-5,10b-ethanophenanthridin-3-one carrying additional hydroxy and methoxy substituents at positions 8 and 9 respectively (the 4aR,10bS-diastereomer). It has a role as a plant metabolite. It is an aromatic ether, a bridged compound, a cyclic ketone, an enone, an isoquinoline alkaloid, a member of phenols, a tertiary amino compound and an organic heterotetracyclic compound. It is a conjugate base of a (4aR,10bS)-noroxomaritidine(1+). It is an enantiomer of a (4aS,10bR)-noroxomaritidine.